N-(4-amino-2-tetrahydropyran-2-yl-pyrazolo[4,3-c]pyridin-7-yl)-2-oxo-2-[rac-(2R,5S)-2-[4-[2-(dimethylamino)ethyl]phenyl]-5-methyl-1-piperidyl]acetamide NC1=NC=C(C=2C1=CN(N2)C2OCCCC2)NC(C(N2[C@H](CC[C@@H](C2)C)C2=CC=C(C=C2)CCN(C)C)=O)=O |r|